CSC1=NC=CC=C1 (methylsulphanyl)pyridin